C(CC)C(COC(CCC)CCCC)O 1-n-propyl-2-[(1-n-butyl-n-butyl)oxy]ethanol